N,N-diethyl-3-oxabutyramide C(C)N(C(COC)=O)CC